1-((R)-7-(4-fluorobenzoyl)-8-methyl-3-(3-methyl-1,2,4-thiadiazol-5-yl)-5,6,7,8-Tetrahydroimidazo[1,5-a]pyrazin-1-yl)-3-methylpyrrolidin-2-one FC1=CC=C(C(=O)N2[C@@H](C=3N(CC2)C(=NC3N3C(C(CC3)C)=O)C3=NC(=NS3)C)C)C=C1